N1(C=CC=C1)C1=CC=C(C=C1)O 4-(1H-pyrrolyl)phenol